N1=CC(=CC=C1)CC1N2CCC(C1C1=NC(C(N=C1)C=1C=C3C=CNC3=CC1)=O)CC2 trans-5-[5-[2-(3-pyridylmethyl)quinuclidin-3-yl]oxopyrazin-2-yl]-1H-indole